methyl-(2S)-2-({[(9H-fluoren-9-yl)methoxy]carbonyl}amino)-4-iodobutan CC[C@@H](CCI)NC(=O)OCC1C2=CC=CC=C2C=2C=CC=CC12